5-bromo-1-(5,6-dimethylpyridin-3-yl)-3,3-dimethyl-3,4-dihydroisoquinoline BrC1=C2CC(N=C(C2=CC=C1)C=1C=NC(=C(C1)C)C)(C)C